COC(=O)N1C[C@H](N(CC1)C(CC1=CC(=C(C=C1)Cl)Cl)=O)CN1CCCC1 (R)-methyl-4-[(3,4-dichlorophenyl)acetyl]-3-(1-pyrrolidinyl-methyl)-1-piperazinecarboxylate